[Re].[Ru].[Ir] iridium ruthenium rhenium